N'-(2-(5-phenyl-1,3,4-oxadiazol-2-ylthio)acetoxy)benzo[d][1,3]dioxole-5-carboximidamide C1(=CC=CC=C1)C1=NN=C(O1)SCC(=O)ON=C(N)C1=CC2=C(OCO2)C=C1